thallium copper nickel sulfide [Ni]=S.[Cu].[Tl]